COC=1C(=C(C=O)C=CC1)OC dimethoxybenzaldehyde